C(C)(C)(C)OC(NC=1C=CC2=C(N(C=N2)CC)C1OC)=O (1-Ethyl-7-methoxy-1H-benzo[d]imidazol-6-yl)carbamic acid tert-butyl ester